C(C)(C)C=1C=C(C=CC1OC1=C2C(=NC=C1)NC(N2)=O)N2C(N(CC2=O)C=2C=NC=C(C2)C(F)(F)F)=O 3-{3-isopropyl-4-[(2-oxo-2,3-dihydro-1H-imidazo[4,5-b]pyridin-7-yl)oxy]phenyl}-1-[5-(trifluoromethyl)-3-pyridinyl]-2,4-imidazolidinedione